OCCN(CCO)CCCN(CCCCCCCCCCCCCCCC)CCO bishydroxyethylaminopropyl-hydroxyethyl-hexadecylamine